FC1=CC=C(C(=C1C=O)C)C 6-fluoro-2,3-dimethylbenzaldehyde